tetradecyl-tributylphosphine chloride [Cl-].C(CCCCCCCCCCCCC)C(CCC)P(CCCC)CCCC